β-hydroxypropionic acid benzenesulfonyl ester C1(=CC=CC=C1)S(=O)(=O)OC(CCO)=O